3-(4-fluoro-2-(methoxyl)phenyl)pyrrolidone FC1=CC(=C(C=C1)C1C(NCC1)=O)OC